1-(2-methoxy-5-(4-(2-(Methylamino)ethyl)piperidine-1-carbonyl)phenyl)dihydropyrimidine-2,4(1H,3H)-dione COC1=C(C=C(C=C1)C(=O)N1CCC(CC1)CCNC)N1C(NC(CC1)=O)=O